di(2,4,6-trimethylbenzoyl)-phenylphosphine oxide CC1=C(C(=O)P(C2=CC=CC=C2)(C(C2=C(C=C(C=C2C)C)C)=O)=O)C(=CC(=C1)C)C